(1-methylpiperidine-4-yl)methylamine CN1CCC(CC1)CN